O1CCN(CC1)CC1=C(C=C(C(=O)N)C=C1)C(F)(F)F 4-(morpholinomethyl)-3-(trifluoromethyl)benzamide